ClC1=C(N=NN1CC)CCl 5-Chloro-4-(chloromethyl)-1-ethyl-1H-1,2,3-triazole